tetradecane-2,9-diol CC(CCCCCCC(CCCCC)O)O